COC(C(C(C)C)C(CCC)C)OC 3-Dimethoxymethyl-2,4-dimethylheptane